6-(2-(1H-1,2,4-Triazol-1-yl)ethyl)-2-amino-N-cyclopropyl-7-oxo-6-phenyl-4,5,6,7-tetrahydrobenzo[b]thiophene-3-carboxamide N1(N=CN=C1)CCC1(CCC2=C(SC(=C2C(=O)NC2CC2)N)C1=O)C1=CC=CC=C1